(R)-N-methyl-pyrrolidin-3-amine CN[C@H]1CNCC1